OC[C@H](C1=CC=CC=C1)NC1=NC(=NC=C1C1=NC=NO1)NC1=CC=C2C(=N1)CNC2=O (S)-2-((4-((2-hydroxy-1-phenylethyl)amino)-5-(1,2,4-oxadiazol-5-yl)pyrimidin-2-yl)amino)-6,7-dihydro-5H-pyrrolo[3,4-b]pyridin-5-one